(R)-2-[(S)-Benzenesulfonyl-fluoro-(5-methyl-[1,3,4]oxadiazol-2-yl)-methyl]-7-chloro-1,2,3,4-tetrahydro-cyclopenta[b]indole C1(=CC=CC=C1)S(=O)(=O)[C@@]([C@@H]1CC2=C(NC=3C=CC(=CC23)Cl)C1)(C=1OC(=NN1)C)F